(R)-1-N-t-Butoxycarbonyl-2-methylpiperazine C(C)(C)(C)OC(=O)N1[C@@H](CNCC1)C